Cl.COC(C1=CC=C(C=C1)[C@H](C)N)=O (S)-4-(1-aminoethyl)benzoic acid methyl ester hydrochloride